BrC=1C=C(C=CC1)[C@@H](C1=CC=C(C(=O)N)C=C1)OC1=CC=C2C(CCOC2=C1C)=O (R,S)-4-((3-Bromophenyl)((8-methyl-4-oxochroman-7-yl)oxy)methyl)benzamide